3-(1,1-difluoroethyl)-4-methyl-1-((1-methyl-3-(trifluoromethyl)cyclobutyl)methyl)-1H-pyrazole FC(C)(F)C1=NN(C=C1C)CC1(CC(C1)C(F)(F)F)C